C(C1=CC=CC=C1)OC1=NC=C(C=C1C(=O)NC)C(=O)N[C@@H]1[C@H](C1)C 2-(benzyloxy)-N3-methyl-N5-((1S,2S)-2-methylcyclopropyl)pyridine-3,5-dicarboxamide